ClC1=C2C(=NN(C2=C(C=C1)B1OC(C(O1)(C)C)(C)C)C)N 4-chloro-1-methyl-7-(4,4,5,5-tetramethyl-1,3,2-dioxaborolan-2-yl)-1H-indazol-3-amine